chloromethyl-butyl-dimethyl-silane ClC[Si](C)(C)CCCC